FC1=CC(=C(C=C1)N1CN(C(C2=CC=C(C=C12)C#N)=O)C1=C(NC(C=C1)=O)C)C 1-(4-fluoro-2-methylphenyl)-3-(2-methyl-6-oxo-1,6-dihydropyridin-3-yl)-4-oxo-1,2,3,4-tetrahydroquinazoline-7-carbonitrile